2-(2,6-Dimethylpyridin-4-yl)-3-isopropyl-5-((1-methylpiperidin-4-yl)oxy)-1H-indol CC1=NC(=CC(=C1)C=1NC2=CC=C(C=C2C1C(C)C)OC1CCN(CC1)C)C